C(C)(C)N(C(=O)C1=C(C=CC(=C1)F)N1C=C(C=2C1=CN=CC2)C(=O)C2CCN(CC2)C(=O)OC(C)(C)C)C(C)C tert-Butyl 4-(1-(2-(diisopropylcarbamoyl)-4-fluorophenyl)-1H-pyrrolo[2,3-c]-pyridine-3-carbonyl)piperidine-1-carboxylate